3-(2-Chloro-5-fluorophenyl)-1-oxo-1,2,3,6,7,8-hexahydropyrrolo[3,4-e]indole-4-carboxylic acid ClC1=C(C=C(C=C1)F)C1NC(C=2C=3CCNC3C=C(C21)C(=O)O)=O